4-(2-fluorophenyl)-7-(4-(hydroxymethyl)-1,3-thiazol-5-yl)-2-(2-(2-propenoyl)-2,6-diazaspiro[3.4]octan-6-yl)-3-quinolinecarbonitrile FC1=C(C=CC=C1)C1=C(C(=NC2=CC(=CC=C12)C1=C(N=CS1)CO)N1CC2(CN(C2)C(C=C)=O)CC1)C#N